N-methyl-4-(2,3,4,9-tetrahydro-1H-carbazole-6-sulfonamido)benzamide CNC(C1=CC=C(C=C1)NS(=O)(=O)C=1C=C2C=3CCCCC3NC2=CC1)=O